(2-(2,6-dioxopiperidin-3-yl)-7-fluoro-3-oxoisoindolin-5-yl)methyl (3-(trifluoromethoxy)phenyl)carbamate FC(OC=1C=C(C=CC1)NC(OCC=1C=C2C(N(CC2=C(C1)F)C1C(NC(CC1)=O)=O)=O)=O)(F)F